CNC1=C(C=CC(=C1)NCC1=CC=C(C=C1)C(F)(F)F)NC(CCCCCC)=O N-(2-(methylamino)-4-((4-(trifluoromethyl)benzyl)amino)phenyl)heptanamide